2-((1-(8-methyl-6-oxo-4,5-dihydro-3H,6H-2,2a,5a-triazaaceanthrylen-10-yl)ethyl)amino)benzoic acid CC=1C=C2C(N3CCCN4N=CC(C2=C(C1)C(C)NC1=C(C(=O)O)C=CC=C1)=C43)=O